N1=NC=C2C1=NCNC2=O pyrazolo[3,4-d]pyrimidin-4(5H)-one